P(OC(C1=C(C(=C(C=C1C)C)C1=CC=CC=C1)C)=O)([O-])=O.[Na+] sodium phenyl-2,4,6-trimethylbenzoyl phosphonate